N-[4-methyl-3-(2-pyridinyl)phenyl]-3,6-diazabicyclo[3.1.1]heptane-6-carboxamide CC1=C(C=C(C=C1)NC(=O)N1C2CNCC1C2)C2=NC=CC=C2